4-((tert-butyldimethylsilyloxy)methyl)-2-methyl-oxazole [Si](C)(C)(C(C)(C)C)OCC=1N=C(OC1)C